ethylene-bis(isoindolin-1-one) C(CN1C(C2=CC=CC=C2C1)=O)N1C(C2=CC=CC=C2C1)=O